7-(4-bromo-3-chloro-benzoyl)-N-[(2-chloro-6-fluoro-phenyl)methyl]-2-[4-(cyclopropoxy)phenyl]-3-oxo-6,8-dihydro-5H-imidazo[1,5-a]pyrazine-1-carboxamide BrC1=C(C=C(C(=O)N2CC=3N(CC2)C(N(C3C(=O)NCC3=C(C=CC=C3F)Cl)C3=CC=C(C=C3)OC3CC3)=O)C=C1)Cl